(3R,5S)-5-((R)-1-Acetoxy-2-fluoroethyl)tetrahydrofuran-2,3-diyl diacetate C(C)(=O)OC1O[C@@H](C[C@H]1OC(C)=O)[C@H](CF)OC(C)=O